N-decyl-N-(8-((8-(didecylamino)-8-oxooctyl)((1r,4r)-4-hydroxycyclohex-yl)amino)octyl)-decanamide C(CCCCCCCCC)N(C(CCCCCCCCC)=O)CCCCCCCCN(C1CCC(CC1)O)CCCCCCCC(=O)N(CCCCCCCCCC)CCCCCCCCCC